sodium borate tetradecanoate C(CCCCCCCCCCCCC)(=O)[O-].B(O)(O)O.[Na+]